ClC=1C=C(C(=O)N2CCC(CC2)N2CC(C2)(N2N=CC(=C2)C=2C3=C(N=CN2)NC=C3)CC#N)C=CC1O {1-[1-(3-chloro-4-hydroxybenzoyl)piperidin-4-yl]-3-[4-(7H-pyrrolo[2,3-d]pyrimidin-4-yl)-1H-pyrazol-1-yl]azetidin-3-yl}acetonitrile